N-(1-(2-chlorophenyl)-1H-pyrazol-5-yl)pyrazolo[1,5-a]pyrimidine-3-carboxamide ClC1=C(C=CC=C1)N1N=CC=C1NC(=O)C=1C=NN2C1N=CC=C2